(S)-1-(4-methoxyphenyl)ethanol hexanoate C(CCCCC)(=O)O[C@@H](C)C1=CC=C(C=C1)OC